ethyl 3-[4-[(1S,4S,5R)-5-[[1-(2-chloro-6-fluorophenyl)-4-cyclopropyl-1H-pyrazol-5-yl]methoxy]-2-azabicyclo[2.2.1]heptan-2-yl]-3-fluorophenyl]propanoate ClC1=C(C(=CC=C1)F)N1N=CC(=C1CO[C@H]1[C@@H]2CN([C@H](C1)C2)C2=C(C=C(C=C2)CCC(=O)OCC)F)C2CC2